ClC1=C(C=CC(=C1)Cl)C=1CCCC2=C(C1C1=CC(=CC=C1)O[C@H]1CN(CC1)CCCF)C=CC(=C2)O (R)-8-(2,4-Dichlorophenyl)-9-(3-((1-(3-fluoropropyl)pyrrolidin-3-yl)oxy)phenyl)-6,7-dihydro-5H-benzo[7]annulen-3-ol